CN1C(C(=CC=C1)CCN1C(C2=CC=CC=C2C1=O)=O)=O 2-(2-(1-methyl-2-oxo-1,2-dihydropyridin-3-yl)ethyl)isoindoline-1,3-dione